C(C)(C)(C)OC(=O)N1C(CCC1)C1=NC=CC(=C1)CO (4-(hydroxymethyl)pyridin-2-yl)pyrrolidine-1-carboxylic acid tert-butyl ester